(R)-N-(2,4-dimethoxybenzyl)-4-(3-(dimethylamino)-3-(3-(trifluoromethyl)phenethyl)-piperidin-1-yl)-2-methyl-N-(pyrimidin-4-yl)benzenesulfonamide COC1=C(CN(S(=O)(=O)C2=C(C=C(C=C2)N2C[C@](CCC2)(CCC2=CC(=CC=C2)C(F)(F)F)N(C)C)C)C2=NC=NC=C2)C=CC(=C1)OC